N1=CC=CC=2C=NC=3N(C4=CC=C(C=C4C3)C#N)C21 pyrido[3',2':5,6]pyrimido[1,2-a]indole-9-nitrile